O=C1NC(CCC1N1C(C2=CC=CC(=C2C1=O)SCCC(=O)N1CCC(CC1)C1=CC=C(C(=O)N2CCC(CC2)CCCCNC(\C=C\C=2C=NC=CC2)=O)C=C1)=O)=O (E)-N-(4-(1-(4-(1-(3-((2-(2,6-dioxopiperidin-3-yl)-1,3-dioxoisoindolin-4-yl)thio)propanoyl)piperidin-4-yl)benzoyl)piperidin-4-yl)butyl)-3-(pyridin-3-yl)acrylamide